BrC=1C=C(C=2C=CN(C2C1)C(C)CC)C(=O)NCC=1C(NC(=CC1C)C)=O 6-bromo-1-sec-butyl-N-((4,6-dimethyl-2-oxo-1,2-dihydropyridin-3-yl)methyl)-1H-indole-4-carboxamide